COC1=C(C(=CC(=C1)C=1NC2=NC=NC(=C2N1)C1=CC=CC=C1)O)O 3-methoxy-5-(6-phenyl-9H-purin-8-yl)benzene-1,2-diol